C(C)(C)(C)OC(=O)N1[C@@H](C[C@H](C1)O)C(=O)OC methyl (2S,4R)-(1-tert-butoxycarbonyl-4-hydroxy-2-pyrrolidinyl)carboxylate